CC=1C=C(C(=O)O)C=CC1C(N[C@H](C)C1=CC(=NC2=CC=CC=C12)C=1C=NN(C1)C)=O (R)-3-methyl-4-((1-(2-(1-methyl-1H-pyrazol-4-yl)quinolin-4-yl)ethyl)carbamoyl)-benzoic acid